4-(pyridin-3-yl)thiazol-2-amine N1=CC(=CC=C1)C=1N=C(SC1)N